C(C)S(=O)(=O)O.C(C)S(=O)(=O)O.ClC1=CC=C(C=C1)NC([C@H](C)C1CCC(CC1)C1=CC=NC2=CC=C(C=C12)F)=O (R)-N-(4-chlorophenyl)-2-((1s,4s)-4-(6-fluoroquinolin-4-yl)cyclohexyl)propionamide ethanesulfonate (ethanesulfonate)